3-fluoro-5-methoxypyridine-4-amine FC=1C=NC=C(C1N)OC